(3R)-3-amino-7-(5-tert-butyl-1,3,4-oxadiazol-2-yl)-8-fluoro-5-[[4-(trifluoromethoxy)phenyl]methyl]-2,3-dihydro-1,5-benzothiazepin-4-one N[C@H]1CSC2=C(N(C1=O)CC1=CC=C(C=C1)OC(F)(F)F)C=C(C(=C2)F)C=2OC(=NN2)C(C)(C)C